Octane-6,6-dicarboxylic acid dimethyl ester COC(=O)C(CCCCC)(CC)C(=O)OC